C(C)(C)(C)C=1C=CC2=C(C3=CC=CC=C3C(=C2C1)OC(=O)CC(CCCCCCCCCCCCCCCC)C(=O)O)OC(=O)CC(C(=O)O)CCCCCCCCCCCCCCCC 3-(tert-butyl)-9,10-bis(2-n-hexadecyl-2-carboxyethyl)carbonyloxyanthracene